[SiH2]1CC1 monosilirane